C(CCCCCCC\C=C/C\C=C/CCCCC)(=O)OCC(COC(CCC12CC3CC(CC(C1)C3)C2)=O)COC(CCCN2CCCC2)=O 3-((3-((3r,5r,7r)-adamantan-1-yl)propanoyl)oxy)-2-(((4-(pyrrolidin-1-yl)butanoyl)oxy)methyl)propyl (9Z,12Z)-octadeca-9,12-dienoate